3-Chloro-2-iodo-5H-imidazo[1,2-c]pyrido[3,4-e][1,3]oxazine ClC1=C(N=C2N1COC1=C2C=NC=C1)I